FC=1C=NC2=CN=CC=C2C1 3-fluoro-1,7-naphthyridin